ClC1=C(OC=2C=CC=3N(N2)C=NC(C3C3=C(C=CC=C3Cl)Cl)=O)C(=CC=C1F)F 2-(2-chloro-3,6-difluorophenoxy)-5-(2,6-dichlorophenyl)-6H-pyrimido[1,6-b]pyridazin-6-one